Rac-2-hydroxy-5-(2-((2R,5S)-5-methyl-2-phenylpiperidin-1-yl)-2-oxoacetamido)Nicotinamide OC1=C(C(=O)N)C=C(C=N1)NC(C(=O)N1[C@H](CC[C@@H](C1)C)C1=CC=CC=C1)=O |r|